bis(p-ethylphenyl)carbodiimide C(C)C1=CC=C(C=C1)N=C=NC1=CC=C(C=C1)CC